6-(4-methoxyphenyl)-2,3-diphenyl-5-(pyrimidin-5-ylamino)pyrazolo[1,5-a]Pyrimidin-7(4H)-one COC1=CC=C(C=C1)C1=C(NC=2N(C1=O)N=C(C2C2=CC=CC=C2)C2=CC=CC=C2)NC=2C=NC=NC2